C1N(CCC2=CC=CC=C12)C[C@H](CN1CCOC2=C(C1=O)C=CC(=C2)OC[C@H]2N(CCC2)C(C)C)O 4-[(2R)-3-(3,4-dihydro-1H-isoquinolin-2-yl)-2-hydroxy-propyl]-8-[[(2S)-1-isopropylpyrrolidin-2-yl]methoxy]-2,3-dihydro-1,4-benzoxazepin-5-one